OCCC1(CCC(CC1)C(=O)N(C1=CC(=CC=C1)C1=CN=C(S1)OC)C[C@@H]1CC[C@H](CC1)C1=CC(=C(C=C1)OC)C)C(=O)N (2-Hydroxyethyl)-N4-((trans-4-(4-methoxy-3-methylphenyl)cyclohexyl)methyl)-N4-(3-(2-methoxythiazol-5-yl)phenyl)cyclohexane-1,4-dicarboxamide